(3R)-3-({2-[2-(trifluoromethoxy)phenyl][1,2,4]triazolo[1,5-c]quinazolin-5-yl}amino)pyrrolidin-2-one trans-ethyl-2-(phenylsulfinyl)cyclopropane-1-carboxylate C(C)OC(=O)[C@H]1[C@@H](C1)S(=O)C1=CC=CC=C1.FC(OC1=C(C=CC=C1)C1=NN2C(=NC=3C=CC=CC3C2=N1)N[C@H]1C(NCC1)=O)(F)F